C(C)C=1C=C(C=CC1O)N1C2(CCC2)C(N(C1=S)C=1C(=C(C#N)C=CC1)C(F)(F)F)=O (5-(3-Ethyl-4-hydroxyphenyl)-8-oxo-6-thioxo-5,7-diazaspiro[3.4]oct-7-yl)-2-(trifluoromethyl)benzonitrile